O=C1N(CCC(N1)=O)C=1C=C(C(=O)O)C=CC1 3-(2,4-dioxohexahydropyrimidin-1-yl)benzoic acid